O1CCN(CC1)CCCC(=O)O[C@@H](CC)C=1N=C(SC1)C(=O)C1=CNC2=CC(=CC=C12)F (S)-1-(2-(6-fluoro-1H-indole-3-carbonyl)thiazol-4-yl)propyl 4-morpholinobutanoate